3-fluoro-2-(piperidin-4-yloxy)pyridine FC=1C(=NC=CC1)OC1CCNCC1